7-chloro-3-(2,4-dimethoxypyrimidin-5-yl)-5-isopropyl-5H-pyrrolo[3,2-c]Pyridazine ClC1=CN(C2=C1N=NC(=C2)C=2C(=NC(=NC2)OC)OC)C(C)C